ClC1=CC=C(C(=N1)C(=O)OC(C)(C)C)NC(C)C=1C=C(C=C2C(C=C(OC12)C=1C=C2C(=NN(C2=CC1)C)C)=O)C tert-Butyl 6-chloro-3-[1-[2-(1,3-dimethylindazol-5-yl)-6-methyl-4-oxo-chromen-8-yl]ethylamino]pyridine-2-carboxylate